FCCOCC ethyl fluoroethyl ether